5-((benzyloxy)methyl)-3-(2-bromo-6-chloropyridin-4-yl)-5,6-dihydropyrazin-2(1H)-one C(C1=CC=CC=C1)OCC1N=C(C(NC1)=O)C1=CC(=NC(=C1)Cl)Br